HEXA-1,5-DIENE-2-SULFONAMIDE C=C(CCC=C)S(=O)(=O)N